2-((R)-3-(5-(5,6,7,8-tetrahydro-1,8-naphthyridin-2-yl)pentyl)pyrrolidin-1-yl)acetic acid N1=C(C=CC=2CCCNC12)CCCCC[C@H]1CN(CC1)CC(=O)O